hexyl-vinylether C(CCCCC)OC=C